CC1N(CCOC1)CCN 3-methyl-4-(2-aminoethyl)morpholine